2-((3-cyano-4,6-bis(trifluoromethyl)pyridin-2-yl)amino)-N-(4-cyclopropoxyphenyl)-N-methylacetamide C(#N)C=1C(=NC(=CC1C(F)(F)F)C(F)(F)F)NCC(=O)N(C)C1=CC=C(C=C1)OC1CC1